NC=1N=CC(=NC1Br)C=1C=NN(C1)C[C@@H]1CN(C(CO1)(C)C)C(=O)OC(C)(C)C tert-butyl (S)-2-((4-(5-amino-6-bromopyrazin-2-yl)-1H-pyrazol-1-yl)methyl)-5,5-dimethylmorpholine-4-carboxylate